N-methyl-N-(4-(4,4,5,5-tetramethyl-1,3,2-dioxaborolan-2-yl)phenyl)oxetan-3-amine CN(C1COC1)C1=CC=C(C=C1)B1OC(C(O1)(C)C)(C)C